CC(=O)ONC1=NC2=C(N1C)C=CC3=C2C=CC=N3 The molecule is an imidazoquinoline that is 3H-imidazo[4,5-f]quinoline substituted by a methyl group at position 3 and an acetoxyamino group at position 2. The active metabolite of the dietary carcinogen 3-methyl-3H-imidazo[4,5-f]quinolin-2-amine (IQ). It has a role as a rat metabolite, a human xenobiotic metabolite and a carcinogenic agent. It is an imidazoquinoline and a N-acetoxyarylamine.